N-(2'-cyanoethyl)-2-undecylimidazole C(#N)CCN1C(=NC=C1)CCCCCCCCCCC